NCC(COCC(C(=O)N(C)OC)(C)C1=CC(=CC=C1)I)(C)C 3-(3-amino-2,2-dimethylpropoxy)-2-(3-iodophenyl)-N-methoxy-N,2-dimethylpropanamide